BrC1=NNC2=CC=C(C=C12)NC1=NC=C(C(=N1)NC1=C(C=CC=C1)P(C)(C)=O)Cl (2-((2-((3-Bromo-1H-indazol-5-yl)amino)-5-chloropyrimid-4-yl)amino)phenyl)dimethylphosphine oxide